1-(5-Chloro-2-methoxyphenyl)-N-((1r,3r)-3-morpholinocyclobutyl)-6-(pyrazolo[1,5-a]pyrimidin-3-yl)-1H-pyrazolo[4,3-c]pyridine-3-carboxamide ClC=1C=CC(=C(C1)N1N=C(C=2C=NC(=CC21)C=2C=NN1C2N=CC=C1)C(=O)NC1CC(C1)N1CCOCC1)OC